2-(5-((4-(3-(azetidin-1-yl)phenyl)-5-chloropyrimidin-2-yl)amino)pyridin-3-yl)-2,8-diazaspiro[4.5]decan-1-one N1(CCC1)C=1C=C(C=CC1)C1=NC(=NC=C1Cl)NC=1C=C(C=NC1)N1C(C2(CC1)CCNCC2)=O